C(OC1=CC=C(C=C1)[N+](=O)[O-])(O[C@H]1[C@@H](CCC1)SSC1=NC=CC=C1)=O 4-nitrophenyl ((1R,2R)-2-(pyridin-2-yldisulfaneyl) cyclopentyl) carbonate